CC1(CC1)NC(O[C@H]1CO[C@H](C1)C1=CC(=NN1)NC(=O)C1=CC(=NN1C)COC(F)(F)F)=O (3R,5R)-5-(3-(1-methyl-3-((trifluoromethoxy)methyl)1H-pyrazole-5-carboxamido)-1H-pyrazol-5-yl)tetrahydrofuran-3-yl (1-methylcyclopropyl)carbamate